N1N=NC(=C1)O (+)-(R,R)-triazolol